C(C)S(=O)(=O)C=1C(=NC=CC1)C1=NC=2C(=NC=C(C2)S(=O)C(F)(F)F)N1C 2-(3-ethylsulfonyl-pyridin-2-yl)-3-methyl-6-trifluoromethylsulfinyl-3H-imidazo[4,5-b]pyridine